1-(4-(1-(2-(1H-tetrazol-5-yl)benzoyl)piperidin-4-yl)butyl)-3-(4-chlorobenzyl)urea N1N=NN=C1C1=C(C(=O)N2CCC(CC2)CCCCNC(=O)NCC2=CC=C(C=C2)Cl)C=CC=C1